C(C)OC=1C=2N(C=CC1C=1C=NNC1)N=C(N2)NC2C(CN(CC2)C(=O)OC(C)(C)C)C Tert-butyl 4-((8-ethoxy-7-(1H-pyrazol-4-yl)-[1,2,4]triazolo[1,5-a]pyridin-2-yl) amino)-3-methylpiperidine-1-carboxylate